FC(C(=O)O)(F)F.N1C(CCC1)=O pyrrolidin-2-one trifluoroacetate